Nickel manganite [Mn](=O)([O-])[O-].[Ni+2]